2-(1-(phenylsulfonyl)pyrrolidine-2-carboxamido)-9-(5,6,7,8-tetrahydro-1,8-naphthyridin-2-yl)nonanoic acid C1(=CC=CC=C1)S(=O)(=O)N1C(CCC1)C(=O)NC(C(=O)O)CCCCCCCC1=NC=2NCCCC2C=C1